(2-acrylamidobutyl)trimethylammonium iodide [I-].C(C=C)(=O)NC(C[N+](C)(C)C)CC